3-(prop-1-en-2-yl)-8-(2,3,5-trifluorophenyl)imidazo[1,2-a]Pyrazine-2-carboxylic acid ethyl ester C(C)OC(=O)C=1N=C2N(C=CN=C2C2=C(C(=CC(=C2)F)F)F)C1C(=C)C